CC([O-])C.[Al+3].BrC1=CC=C(C=C1)CCNC(CC)=O.CC([O-])C.CC([O-])C N-(4-bromophenylethyl)propionamide aluminium isopropoxide